N-ethyl-2-(5-(5-morpholino-1,2,4-thiadiazol-3-yl)-2-oxo-pyridin-1(2H)-yl)acetamide C(C)NC(CN1C(C=CC(=C1)C1=NSC(=N1)N1CCOCC1)=O)=O